ClC=1C(=NC=CC1)C1=NSC(=C1C(F)(F)F)C(=O)NC=1C=NC(=C(C1)C#N)N1N=CC=N1 3-(3-CHLOROPYRIDIN-2-YL)-N-(5-CYANO-6-(2H-1,2,3-TRIAZOL-2-YL)PYRIDIN-3-YL)-4-(TRIFLUOROMETHYL)ISOTHIAZOLE-5-CARBOXAMIDE